CN1[C@H](C2=CC=C(C=C2CC1)N(C1=CC=C(C=C1)CCC)C)CNC1=C(C(=O)O)C=CN=C1 (R)-3-(((2-methyl-6-(methyl-(4-propylphenyl)amino)-1,2,3,4-tetrahydroisoquinolin-1-yl)methyl)amino)isonicotinic acid